4-[(4-aminophenyl)-(4-imino-1-cyclohex-2,5-dienyl)methyl]aniline hydrochloride Cl.NC1=CC=C(C=C1)C(C1=CC=C(N)C=C1)C1C=CC(C=C1)=N